NC1=CC=C(N=N1)C1CC(N(CC1)C(=O)OC(C)(C)C)C 2-methylpropan-2-yl 4-(6-amino-1,2-diazin-3-yl)-2-methylhexahydropyridine-1-carboxylate